CC1=NC(=C(C2=C1CC(C2)(C(=O)OC)C(=O)OC)C)OCCNC(=O)OC(C)(C)C dimethyl 1,4-dimethyl-3-[2-[(2-methylpropan-2-yl)oxycarbonylamino]ethoxy]-5,7-dihydrocyclopenta[c]pyridine-6,6-dicarboxylate